(1-methyl-1H-pyrazol-4-yl)methyl (4-(pyridin-4-ylmethyl)phenyl)carbamate N1=CC=C(C=C1)CC1=CC=C(C=C1)NC(OCC=1C=NN(C1)C)=O